6-chloro-1-ethynyl-5-methoxy-indole ClC1=C(C=C2C=CN(C2=C1)C#C)OC